CC(C(=O)O)=CC1=CC(=C(C(=C1)OC)OC)OC methyl-3,4,5-trimethoxycinnamic acid